C(CCCCCCC\C=C/CCCCCCCC)(=O)O.C(CCCCCCC\C=C/CCCCCCCC)(=O)O.C(CCCCCCC\C=C/CCCCCCCC)(=O)O.OC(O)(O)CCC trihydroxymethyl-propane trioleate